ClC=1C=[N+](C=C(C1C[C@@H](C1=CC(=C(C=C1)OC(F)F)OCC1CC1)OC(C1=CC(=C(C=C1)OC)NC(CCl)=O)=O)Cl)[O-] (S)-3,5-dichloro-4-(2-(3-(2-chloroacetamido)-4-methoxybenzoyloxy)-2-(3-(cyclopropylmethoxy)-4-(difluoromethoxy)phenyl)ethyl)pyridine 1-oxide